[N+](=O)([O-])C1=C(NC(NC1=O)=O)C(=O)OCC ethyl 5-nitro-2,6-dioxo-1,2,3,6-tetrahydropyrimidine-4-carboxylate